α-vinyl-γ-valerolactone C(=C)C1C(=O)OC(C1)C